BrC1=C2C=C[N+](=CC2=CC(=C1)C(=O)OC)[O-] 5-bromo-7-(methoxycarbonyl)isoquinoline 2-oxide